(S)-5-((5-(2-fluoro-4-methyl-6-(morpholin-2-ylmethoxy)phenyl)-1H-pyrazol-3-yl)amino)pyrazine-2-carbonitrile FC1=C(C(=CC(=C1)C)OC[C@@H]1CNCCO1)C1=CC(=NN1)NC=1N=CC(=NC1)C#N